ClC=1C=C(C(=C(C(=O)OC)C1)OC)C methyl 5-chloro-2-methoxy-3-methylbenzoate